BrC=1C=2N(C(=CC1)CC(C)(O)C)N=CN2 1-(8-Bromo-[1,2,4]triazolo[1,5-a]pyridin-5-yl)-2-methyl-propan-2-ol